7-(5-(7-Ethyl-7H-imidazo[4,5-c]pyridazin-4-yl)-2-fluorophenyl)-6-methoxy-4-(2-(2-oxopyrrolidin-1-yl)ethyl)-2H-benzo[b][1,4]oxazin-3(4H)-one C(C)N1C=NC2=C1N=NC=C2C=2C=CC(=C(C2)C=2C(=CC1=C(OCC(N1CCN1C(CCC1)=O)=O)C2)OC)F